cis-(4-(methylamino)cyclohexyl)(5-methyloxazol-4-yl)methanone CN[C@H]1CC[C@H](CC1)C(=O)C=1N=COC1C